3,4,6-tri-O-galloyl-D-glucose C(C1=CC(O)=C(O)C(O)=C1)(=O)O[C@H]([C@H](C=O)O)[C@H](OC(C1=CC(O)=C(O)C(O)=C1)=O)[C@H](O)COC(C1=CC(O)=C(O)C(O)=C1)=O